(S,Z)-2-(3-((1-(5-(2-Fluoro-6-methylphenyl)-2-oxo-1H-pyrrolo[2,3-c]pyridin-3(2H)-ylidene)ethyl)amino)-5-methyl-1H-pyrazol-1-yl)propanenitrile FC1=C(C(=CC=C1)C)C=1C=C/2C(=CN1)NC(\C2=C(\C)/NC2=NN(C(=C2)C)[C@H](C#N)C)=O